FC=1C=C(C=CC1OC)N1C(=NC2=C(C=C(C=C2C1=O)[N+](=O)[O-])C)[C@@H]1CN(CC1)C (S)-3-(3-fluoro-4-methoxyphenyl)-8-methyl-2-(1-methylpyrrolidin-3-yl)-6-nitroquinazolin-4(3H)-one